4-(2-((3-fluorophenyl)sulfonyl)propan-2-yl)-N-(5-methyl-isoxazol-3-yl)piperidine-1-carboxamide FC=1C=C(C=CC1)S(=O)(=O)C(C)(C)C1CCN(CC1)C(=O)NC1=NOC(=C1)C